deuteropropanone [2H]CC(C)=O